4-((3-Cyanophenyl)ethynyl)-5-methyl-1-(6-methylpyridin-3-yl)-1H-imidazole-2-carboxamide C(#N)C=1C=C(C=CC1)C#CC=1N=C(N(C1C)C=1C=NC(=CC1)C)C(=O)N